3-(2,2,2-Trifluoroethyl)cyclobutene-1-carboxylic acid FC(CC1C=C(C1)C(=O)O)(F)F